N-((3S,4S)-4-fluoropiperidin-3-yl)-6-(7-methoxy-6-(1H-pyrazol-4-yl)imidazo[1,2-b]pyridazin-3-yl)pyridin-2-amine F[C@@H]1[C@H](CNCC1)NC1=NC(=CC=C1)C1=CN=C2N1N=C(C(=C2)OC)C=2C=NNC2